C(C)(C)(C)OC(CCOCC(NC(COCCOCCOCCNC1=C(C=C(C=C1)[N+](=O)[O-])[N+](=O)[O-])=O)(COCCC(=O)OC(C)(C)C)COCCC(OC(C)(C)C)=O)=O tert-butyl 13,13-bis((3-(tert-butoxy)-3-oxopropoxy)methyl)-1-((2,4-dinitrophenyl)amino)-11-oxo-3,6,9,15-tetraoxa-12-azaoctadecan-18-oate